C(CC)C1C(CC2CCC(CC2C1CCC)C(=O)O)C(=O)O 3,4-dipropyl-2,6-decalindicarboxylic acid